CC1N(C2=CC=CC=C2C(C1C)=O)C methyl-1,3-dimethyl-1,2,3,4-tetrahydro-4-quinolinone